NC1=CC(=NN1CC(=O)N1C[C@@]2(CC1)C1=C(NC(O2)=O)C=CC(=C1F)Cl)C1=C(C=CC=C1)Cl (R)-1'-(2-(5-Amino-3-(2-chlorophenyl)-1H-pyrazol-1-yl)acetyl)-6-chloro-5-fluorospiro[benzo[d][1,3]oxazine-4,3'-pyrrolidin]-2(1H)-one